3-p-Chlorobenzyl-5-phenylanisole ClC1=CC=C(CC=2C=C(C=C(C2)C2=CC=CC=C2)OC)C=C1